1-tertbutoxycarbonyl-3-aminocyclobutylamine C(C)(C)(C)OC(=O)C1(CC(C1)N)N